C(#N)[C@@H](C[C@@H]1C(NCCC1)=O)NC(=O)[C@H]1N([C@@H]2CC([C@H]1CC2)(F)F)C([C@@H](CC2CC2)NC(C(F)(F)F)=O)=O (1S,3S,4S)-N-[(1R)-1-cyano-2-[(3R)-2-oxo-3-piperidyl]ethyl]-2-[(2R)-3-cyclopropyl-2-[(2,2,2-trifluoroacetyl)amino]propanoyl]-5,5-difluoro-2-azabicyclo[2.2.2]octane-3-carboxamide